Cl.CC=1C=C(C=C2C(NC(=NC12)C=1C=C2C(=NC1)C=CS2)=O)CCN2CCOCCC2 8-Methyl-6-(2-[1,4]oxazepan-4-yl-ethyl)-2-thieno[3,2-b]pyridin-6-yl-3H-quinazolin-4-one hydrochloride